phenyl-(methyl)silyl-bis(2-methyl-4-phenyl-1-indenyl)zirconium dichloride [Cl-].[Cl-].C1(=CC=CC=C1)[Zr](C1C(=CC2=C(C=CC=C12)C1=CC=CC=C1)C)(C1C(=CC2=C(C=CC=C12)C1=CC=CC=C1)C)[SiH2]C